quinoline-2-carbonitrile hydrochloride Cl.N1=C(C=CC2=CC=CC=C12)C#N